N1C=NC(=C1)C1=C2C(=NC=C1)N(N=C2C2CN(C2)C(C(=C)F)=O)C2=CC=C(C=C2)OC(F)(F)F 1-(3-(4-(1H-imidazol-4-yl)-1-(4-(trifluoromethoxy)phenyl)-1H-pyrazolo[3,4-b]pyridin-3-yl)azetidin-1-yl)-2-fluoroprop-2-en-1-one